OCCCOC1N2C=NC=3C=C(C=C(OC1)C32)C(=O)N 3-(3-hydroxypropoxy)-3,4-dihydro-5-oxa-1,2a-diazaacenaphthylene-7-carboxamide